C(#C)C=1C=C2C=C(N=NC2=CC1N1CC2(CN(C2)C(=O)OC(C)(C)C)C1)C1=C(C=CC=C1)OCOC Tert-butyl 6-{6-ethynyl-3-[2-(methoxymethoxy) phenyl] cinnolin-7-yl}-2,6-diazaspiro[3.3]heptane-2-carboxylate